(4R)-tert-butyl 3-fluoro-4-((5-amino-1-(benzenesulfonyl)-1H-pyrrolo[2,3-b]pyridine-4-yl)amino)pyrrolidine-1-carboxylate FC1CN(C[C@H]1NC1=C2C(=NC=C1N)N(C=C2)S(=O)(=O)C2=CC=CC=C2)C(=O)OC(C)(C)C